Aluminum-zinc-silicon-lead [Pb].[Si].[Zn].[Al]